2-methyl-N-(2-pyridylmethyl)butan-1-amine CC(CNCC1=NC=CC=C1)CC